OC[C@H](C)N1C=NC2=C(C1=O)C=C(N=C2C=2C=NN(C2)C)C2=CN=C(S2)C(F)(F)F (S)-3-(1-hydroxypropan-2-yl)-8-(1-methyl-1H-pyrazol-4-yl)-6-(2-(trifluoromethyl)thiazol-5-yl)pyrido[3,4-d]pyrimidin-4(3H)-one